tert-butyl N-[4-[4-[[1-[4-(3-azidopropylcarbamoyl) phenyl]-3-carbamoyl-pyrazol-4-yl]carbamoyl]oxazol-2-yl]-2-pyridyl]-N-(2,2,2-trifluoroethyl)carbamate N(=[N+]=[N-])CCCNC(=O)C1=CC=C(C=C1)N1N=C(C(=C1)NC(=O)C=1N=C(OC1)C1=CC(=NC=C1)N(C(OC(C)(C)C)=O)CC(F)(F)F)C(N)=O